FC=1C=C(C=CC1N1CCC(CC1)CN(C)CC1=CC=C(C=C1)OC)C1C(NC(CC1)=O)=O 3-(3-fluoro-4-(4-(((4-methoxybenzyl)(methyl)amino)methyl)piperidin-1-yl)phenyl)piperidine-2,6-dione